COC(=O)C=1C=C2CN(N=CC2=CC1)CC1=CC=CC=C1 methyl-3-benzyl-3,4-dihydrophthalazine-6-carboxylate